C(C1=CC=CC=C1)OC1=CC=C(C=C1)N1C[C@H](CC1)NC(C)=O N-[(S)-1-(4-benzyloxy-phenyl)-pyrrolidin-3-yl]-acetamide